4-fluoro-5-(6-methoxypyrimidin-4-yl)phenol FC1=CC=C(C=C1C1=NC=NC(=C1)OC)O